9,9-bis[4-(2-acryloyloxyethoxy)-1-naphthyl]fluorene C(C=C)(=O)OCCOC1=CC=C(C2=CC=CC=C12)C1(C2=CC=CC=C2C=2C=CC=CC12)C1=CC=C(C2=CC=CC=C12)OCCOC(C=C)=O